CC1=C(C=C(C=C1)C1=NCC(CC1)C)O 2-methyl-5-(5-methyl-3,4,5,6-tetrahydropyridin-2-yl)Phenol